1-[6-(4-chloroanilino)-2-(2-hydroxy-2-methyl-propoxy)-5-nitro-pyrimidin-4-yl]-3-methyl-azetidine-3-carbonitrile ClC1=CC=C(NC2=C(C(=NC(=N2)OCC(C)(C)O)N2CC(C2)(C#N)C)[N+](=O)[O-])C=C1